(benzo[d][1,3]dioxazol-5-yl)-2-methylpyrazolo[1,5-a]quinazoline O1NOC2=C1C=CC(=C2)C=2C(=NN1C2N=CC2=CC=CC=C12)C